N-(5-(trans-3-(6-(trifluoromethyl)pyridin-3-yl)cyclobutoxy)-1H-indol-3-yl)benzamide FC(C1=CC=C(C=N1)[C@@H]1C[C@H](C1)OC=1C=C2C(=CNC2=CC1)NC(C1=CC=CC=C1)=O)(F)F